FC(C1=NN=C(O1)C1=CC=2N(C=C1)C=C(N2)CN(C(=O)C2CCN(CC2)C(CO)=O)C2=CC(=CC=C2)F)F N-((7-(5-(difluoromethyl)-1,3,4-oxadiazol-2-yl)imidazo[1,2-a]pyridin-2-yl)methyl)-N-(3-fluorophenyl)-1-(2-hydroxyacetyl)piperidine-4-carboxamide